4-(prop-1-en-2-yl)-1,2,5-oxadiazole-3-carboxamide C=C(C)C=1C(=NON1)C(=O)N